methyl (4-iodopyridin-2-yl)carbamate IC1=CC(=NC=C1)NC(OC)=O